C(C1=CC=CC=C1)NCC=1C(=CC=CC1)CNCC1=CC=CC=C1 N,N'-dibenzyl-xylylenediamine